N-(6-(2H-1,2,3-triazol-2-yl)-5-(trifluoromethyl)pyridin-3-yl)-4-methyl-2-(quinolin-3-yl)pyrimidine-5-carboxamide N=1N(N=CC1)C1=C(C=C(C=N1)NC(=O)C=1C(=NC(=NC1)C=1C=NC2=CC=CC=C2C1)C)C(F)(F)F